7-(3-(2-methoxypyridin-3-yl)pyrazolo[1,5-a]pyrimidin-5-yl)-4,7-diazaspiro[2.5]octane-4-carboxylic acid isopropyl ester C(C)(C)OC(=O)N1C2(CC2)CN(CC1)C1=NC=2N(C=C1)N=CC2C=2C(=NC=CC2)OC